FC(C=1C(=NC2=CC=CC=C2C1)N)(F)F 3-(trifluoromethyl)quinolin-2-amine